ClC1=CC=NC(=C1C(=O)O)OC 4-chloro-2-methoxynicotinic acid